C(C)(C)(C)OC(=O)N1CCC(CC1)(C)C(C)NS(=O)C(C)(C)C 4-(1-(tert-Butylsulfinamido)ethyl)-4-methylpiperidine-1-carboxylic acid tert-butyl ester